(3R,4R)-3-amino-4-hydroxytetrahydropyran N[C@@H]1COCC[C@H]1O